(diazomethyl)(trimethyl)silicon [N+](=[N-])=C[Si](C)(C)C